N-((4-fluoro-2-methoxyphenyl)(methyl)(oxo)-λ6-sulfaneylidene)-4-((5-(trifluoromethyl)-1,2,4-oxadiazol-3-yl)methyl)benzamide FC1=CC(=C(C=C1)S(=NC(C1=CC=C(C=C1)CC1=NOC(=N1)C(F)(F)F)=O)(=O)C)OC